2-methyl-1-(2,4,6-trihydroxy-3-(3-methylbut-2-en-1-yl)phenyl)butan-1-one CC(C(=O)C1=C(C(=C(C=C1O)O)CC=C(C)C)O)CC